CC(C(O)([SiH3])CC=C)C dimethyl-allyl-silyl-ethanol